ClC=1C=C2C(=NC1)NC=C2C(=O)C=2C(=C(C=CC2F)NS(=O)(=O)CCC)F N-[3-(5-chloro-1H-pyrrolo[2,3-b]pyridine-3-carbonyl)-2,4-difluorophenyl]propane-1-sulfonamide